C(C)(C)NC(O[C@H]1C[C@H](CC1)C1=CC(=NN1)NC(=O)OCC1=CC=CC=C1)=O (1R,3S)-3-(3-(((benzyloxy)carbonyl)amino)-1H-pyrazol-5-yl)cyclopentyl isopropylcarbamate